C([C@@H](O)CC(=O)O)(=O)O.FC=1C=CC(=NC1)[C@@]1(CCOC2(C1)CCOCC2)CCNC2CC1=CC=CC=C1C2 (R)-N-(2-(4-(5-fluoropyridin-2-yl)-1,9-dioxaspiro[5.5]undecan-4-yl)ethyl)-2,3-dihydro-1H-inden-2-amine L-malate